C(C)(C)(C)OC(=O)N1[C@H](C[C@@H](C1)OCC1=CC=CC=C1)CO (2R,4S)-4-(benzyloxy)-2-(hydroxymethyl)pyrrolidine-1-carboxylic acid tert-butyl ester